[Cl-].[Hf+4].[Cl-].[Cl-].[Cl-] hafnium chloride